COS(=O)(=O)[O-].C1(=C(C=CC=C1)[N+](CCO)(CC)C1=C(C=CC=C1)C)C ditolyl-ethyl-hydroxyethyl-ammonium methyl-sulfate